2-(5-(2-methyl-[1,1'-biphenyl]-3-yl)isoindolin-2-yl)ethan-1-ol CC1=C(C=CC=C1C=1C=C2CN(CC2=CC1)CCO)C1=CC=CC=C1